ClC1=CC=C(C=N1)N(C(=O)C1=CC=2N(C=C1)N=CC2C2=CC=C(C=C2)NC(COC)=O)C N-(6-chloro-3-pyridyl)-3-[4-[(2-methoxyacetyl)amino]phenyl]-N-methyl-pyrazolo[1,5-a]pyridine-5-carboxamide